C(C)C(=O)N=NC ethyl-N-methyliminocarboxamide